4-hydroxy-3,5-dimethyl-N-(4-hydroxy-3,5-dimethylphenyl)benzamide OC1=C(C=C(C(=O)NC2=CC(=C(C(=C2)C)O)C)C=C1C)C